3-(di-t-butylphosphino)propane-1-sulfonic acid C(C)(C)(C)P(CCCS(=O)(=O)O)C(C)(C)C